ClC1=CC2=C(C=N1)CCC2 3-chloro-6,7-dihydro-5H-cyclopenta[c]pyridine